ethyl 2-(4,4,5,5-tetramethyl-1,3,2-dioxaborolan-2-yl)cyclohexene-1-carboxylate CC1(OB(OC1(C)C)C1=C(CCCC1)C(=O)OCC)C